7-aza-2-oxaspiro[3.5]nonane C1OCC12CCNCC2